ammonium azide salt [N-]=[N+]=[N-].[NH4+]